Cl.NC[C@]12CN(C[C@@H]2C1)C1=NC2=C(N1CC1=NC=C(C#N)C=C1)C=CC=C2 6-((2-((1S,5R)-1-(aminomethyl)-3-azabicyclo[3.1.0]hexan-3-yl)-1H-benzo[d]imidazol-1-yl)methyl)nicotinonitrile hydrochloride